C(C)(C)(C)OC(CC(C)=O)=O 3-Oxobutyric acid tert-butyl ester